4-chloro-2-[(6-chloro-3-morpholinosulfonyl-4-quinolyl)amino]benzoic acid ClC1=CC(=C(C(=O)O)C=C1)NC1=C(C=NC2=CC=C(C=C12)Cl)S(=O)(=O)N1CCOCC1